3,5-difluoropyridine-carboxylic acid methyl ester COC(=O)C1=NC=C(C=C1F)F